(S)-6-amino-1-(4-(2-(4-(4-chlorophenyl)-2,3,9-trimethyl-6H-thieno[3,2-f][1,2,4]triazolo[4,3-a][1,4]diazepin-6-yl)acetyl)piperazin-1-yl)hexan-1-one hydrochloride Cl.NCCCCCC(=O)N1CCN(CC1)C(C[C@H]1C=2N(C3=C(C(=N1)C1=CC=C(C=C1)Cl)C(=C(S3)C)C)C(=NN2)C)=O